NC(CO)(C)C beta-aminoisobutanol